NC=1C=NC2=CC=CC=C2C1N 3,4-diaminoquinoline